phospha-adamantane P12CC3CC(CC(C1)C3)C2